COC(=O)C1CN(CCN1C1=NC(=CC(=C1)F)N1C(C2=C(N=C(N=C2)C2=NC=CC=N2)CC1)C)C(=O)OC(C)(C)C 4-[4-fluoro-6-[5-methyl-2-pyrimidin-2-yl-7,8-dihydro-5H-pyrido[4,3-d]pyrimidin-6-yl]-2-pyridinyl]piperazine-1,3-dicarboxylic acid O1-tert-butyl ester O3-methyl ester